C1(CC1)C1=NC=NC(=C1C=1N=CC2=C(N1)C(=NN2)CC2=CC=C(C=C2)C=2N(C=C(N2)C(F)(F)F)C(C)C)OC 5-(4-cyclopropyl-6-methoxy-pyrimidin-5-yl)-3-[[4-[1-isopropyl-4-(trifluoromethyl)imidazol-2-yl]phenyl]methyl]-1H-pyrazolo[4,3-d]pyrimidine